C(C)(C)[C@@H]1NC(OC1(C)C)=O (4S)-4-isopropyl-5,5-dimethyl-1,3-oxazolidin-2-one